N1(CCOCC1)C1=NC2=C(N=CC=C2C(=C1)C(=O)OC)C1=CC=NN1C1OCCCC1 methyl 2-(morpholin-4-yl)-8-[1-(tetrahydro-2H-pyran-2-yl)-1H-pyrazol-5-yl]-1,7-naphthyridine-4-carboxylate